tert-butyl (4R)-4-[3-(2,6-dioxo-3-piperidyl)-1-methyl-indazol-7-yl]-3,3-difluoro-piperidine-1-carboxylate O=C1NC(CCC1C1=NN(C2=C(C=CC=C12)[C@@H]1C(CN(CC1)C(=O)OC(C)(C)C)(F)F)C)=O